7-bromo-8-fluoro-2-(2-fluorophenyl)quinolin-4(1H)-one BrC1=CC=C2C(C=C(NC2=C1F)C1=C(C=CC=C1)F)=O